C(C(C)(C)C)OS(=O)(=O)C=1C=C(C=CC1)B(O)O 3-(NEOPENTYLOXYSULFONYL)PHENYLBORONIC ACID